N-(1-(2-fluorophenyl)-2-methylpropan-2-yl)-1,2-dimethyl-1H-pyrrolo[2,3-b]pyridine-5-carboxamide FC1=C(C=CC=C1)CC(C)(C)NC(=O)C=1C=C2C(=NC1)N(C(=C2)C)C